manganese (II) bis-propionate C(CC)(=O)[O-].C(CC)(=O)[O-].[Mn+2]